20-methylbehenyl palmitoleate C(CCCCCCC\C=C/CCCCCC)(=O)OCCCCCCCCCCCCCCCCCCCC(CC)C